ethyl 5-(aminomethyl)-2-(N-palmitoylpalmitamido)thiophene-3-carboxylate TFA salt OC(=O)C(F)(F)F.NCC1=CC(=C(S1)N(C(CCCCCCCCCCCCCCC)=O)C(CCCCCCCCCCCCCCC)=O)C(=O)OCC